7-(1H-pyrrol-1-yl)-3,7-dihydro-4H-pyrrolo[2,3-d]pyrimidin-4-one N1(C=CC=C1)N1C=CC2=C1N=CNC2=O